FC=1C(=CC2=C(N(C(=N2)NC=2OC3=C(N2)C=CC(=C3)OC(F)(F)F)C)C1)C(=O)NCCOC 6-fluoro-N-(2-methoxyethyl)-1-methyl-2-((6-(trifluoromethoxy)-benzo[d]oxazol-2-yl)amino)-1H-benzo[d]imidazole-5-carboxamide